C1(=CC=CC=C1)CC(C#C)CS(=O)(=O)O.C(C)C(CC1(C(=O)O)CO1)CCCC.ClC=1C=C2C(=NC1)N(N=C2)C/C=C/[C@H]2NCCC[C@@H]2O (2R,3S)-2-((E)-3-(5-chloro-1H-pyrazolo[3,4-b]pyridin-1-yl)prop-1-enyl)piperidin-3-ol (2-ethylhexyl)glycidate 1-phenylbut-3-yn-2-yl-methanesulfonate